IC1=C2C(=NC=C1)C(=NN2)N 7-Iodo-1H-pyrazolo[4,3-b]pyridin-3-amine